2-amino-N-[4-[3-[(3R)-3-methoxy-1-piperidinyl]phenyl]thiazol-2-yl]acetamide NCC(=O)NC=1SC=C(N1)C1=CC(=CC=C1)N1C[C@@H](CCC1)OC